C(C)(C)C1=C(NC2=CC=C(C=C12)C1CCN(CC1)C1COC1)C=1C=C(C=2N(N1)N=CN2)OC 6-(3-isopropyl-5-(1-(oxetan-3-yl)piperidin-4-yl)-1H-indol-2-yl)-8-methoxy-[1,2,4]triazolo[1,5-b]pyridazine